ethylenebis(oxyethylene) bis(3-(5-t-butyl-4-hydroxy-m-tolyl) propionate) C(C)(C)(C)C=1C(=C(C=C(C1)C)CCC(=O)OCCOCCOCCOC(CCC=1C=C(C=C(C1O)C(C)(C)C)C)=O)O